F[C@H](CNC1=NC=C(C(=N1)NC1CCC(CC1)O)C1=CC=C(C=N1)N1C(CCC1)=O)CC 1-(6-(2-(((S)-2-fluorobutyl)amino)-4-(((1r,4S)-4-hydroxycyclohexyl)amino)pyrimidin-5-yl)pyridin-3-yl)pyrrolidin-2-one